C/C(=C/CNC1=NC=NC2=C1N(C=N2)[C@H]3[C@@H]([C@H]([C@@H]([C@H](O3)CO)O)O)O)/CO The molecule is an N-glycosylzeatin that is cis-zeatin having a beta-D-glucopyranosyl residue attached at position N-7. It has a role as a plant metabolite. It is a glucosyl-N(6)-isopentenyladenine and a N-glycosylzeatin.